ClCC(=O)NC1=CC=C(C=C1)C=1C=NC=2N(C1)N=CC2 2-chloro-N-(4-(pyrazolo[1,5-a]pyrimidine-6-yl)phenyl)acetamide